N-[(1R,2S)-2-(4-fluorophenyl)cyclopropyl]-carbamate FC1=CC=C(C=C1)[C@H]1[C@@H](C1)NC([O-])=O